Cl.F[C@@H]1[C@@H](CO1)N (3R,4R)-4-fluorooxetan-3-amine hydrochloride